C(C)N1CC2(CN(C2)C=2C=CC(=NC2)N)C1 5-(6-ethyl-2,6-diazaspiro[3.3]hept-2-yl)pyridin-2-amine